ClC1=C(C(=O)NC2=CC=C(C=C2)C=2C3=C(NC(CN2)=O)C2=CC=CC=C2C=C3)C=CC=C1O 5-[4-(2-chloro-3-hydroxybenzoylamino)phenyl]-1,3-dihydronaphtho[1,2-e]-1,4-diazepin-2-one